(2S,4R)-1-{4-[(1-acetylazetidin-3-yl)oxy]benzoyl}-4-fluoro-N-[(S)-phenyl[4-(propan-2-yl)phenyl]methyl]pyrrolidine-2-carboxamide C(C)(=O)N1CC(C1)OC1=CC=C(C(=O)N2[C@@H](C[C@H](C2)F)C(=O)N[C@H](C2=CC=C(C=C2)C(C)C)C2=CC=CC=C2)C=C1